C(C)(C)(C)C1=CC2=C(OP(OC3=C2C=C(C=C3C(C)(C)C)C(C)(C)C)OCCN(CC)CCOP3OC2=C(C4=C(O3)C(=CC(=C4)C(C)(C)C)C(C)(C)C)C=C(C=C2C(C)(C)C)C(C)(C)C)C(=C1)C(C)(C)C N,N-bis[2-[{2,4,8,10-tetra-t-butyl-dibenz[d,f][1,3,2]-dioxaphosphepin-6-yl}oxy]ethyl]-ethanamine